ClC1=NC2=CC(=C(C=C2C=N1)CC)N1CCN(CC1)[C@@]1([C@@H](COC1)O)C |o1:19,20| (3S,4S) or (3R,4R)-4-(4-(2-chloro-6-ethylquinazolin-7-yl)piperazin-1-yl)-4-methyltetrahydrofuran-3-ol